CN(CCCOC1=CC=C(C=N1)C1=CC=2C=3N(C=NC2C=C1)N(CC3C3CCOCC3)C)C 9-(6-(3-(dimethylamino)propoxy)pyridin-3-yl)-3-methyl-1-(tetrahydro-2H-pyran-4-yl)pyrazolo[1,5-c]-Quinazolin